C(C)(C)(C)C1=CC=C(C=C1)C1=CC=C(C=C1)C1(CCC(CC1)N)N 1-(4'-(tert-butyl)-[1,1'-biphenyl]-4-yl)cyclohexane-1,4-diamine